C(CCCCCCC\C=C/C\C=C/C\C=C/CC)(=O)OCC(O)CO glycerol α-linolenate